C(#N)C=1C=C(C(=O)OC)C=CC1F methyl 3-cyano-4-fluorobenzoate